[3-(4-Chloro-phenyl)-adamantan-1-ylmethyl]-(2-morpholin-4-yl-ethyl)-amine ClC1=CC=C(C=C1)C12CC3(CC(CC(C1)C3)C2)CNCCN2CCOCC2